Calcium sulfat-Hydrat O.S(=O)(=O)([O-])[O-].[Ca+2]